4-(Chloromethyl)-1-methoxy-2-nitrobenzene ClCC1=CC(=C(C=C1)OC)[N+](=O)[O-]